glycidyl-Nitrogen C(C1CO1)[N]